2-hydroxy-5-(propylcarbamoyl)benzoic acid OC1=C(C(=O)O)C=C(C=C1)C(NCCC)=O